P(=O)(OC1=CC=CC=C1)(OC1=CC=CC=C1)OC1=CC=CC=C1 Tri-phenyl phosphate